4-(4-Chlorophenoxy)-2-(trifluoromethyl)phenylethanone ClC1=CC=C(OC2=CC(=C(C=C2)C(C)=O)C(F)(F)F)C=C1